4-(7-(4-(2-(2-aminopyridin-3-yl)-5-phenyl-3H-imidazo[4,5-b]pyridin-3-yl)benzyl)-2,7-diazaspiro[3.5]nonan-2-yl)-2-hydroxybenzaldehyde NC1=NC=CC=C1C1=NC=2C(=NC(=CC2)C2=CC=CC=C2)N1C1=CC=C(CN2CCC3(CN(C3)C3=CC(=C(C=O)C=C3)O)CC2)C=C1